tert-butyl(8-(4-(4-cyano-3-fluorophenyl)furan-2-carbonyl)-8-azabicyclo[3.2.1]octan-3-yl)carbamate C(C)(C)(C)OC(NC1CC2CCC(C1)N2C(=O)C=2OC=C(C2)C2=CC(=C(C=C2)C#N)F)=O